tert-butyl 4-(2-bromo-7-oxothieno[2,3-d]pyridazin-6(7H)-yl)piperidine-1-carboxylate BrC1=CC2=C(C(N(N=C2)C2CCN(CC2)C(=O)OC(C)(C)C)=O)S1